C1(=CC=CC=C1)[Se]C1=C(C=C(C=C1)C(F)(F)F)C1=C(C=CC=C1)NC(C1=NC=CC=C1)=O N-(2'-(phenylselanyl)-5'-(trifluoromethyl)-[1,1'-biphenyl]-2-yl)picolinamide